CN1N=C2C=C(C=CC2=C1)C1NC[C@H](CC1)C 2-methyl-6-[(5S)-5-methyl-2-piperidyl]Indazole